(E)-13-octadecenoic acid C(CCCCCCCCCCC\C=C\CCCC)(=O)O